NC1=NC=2C=C(C(=CC2C2=C1COC2)C(=O)N2CC(C2)C2=CC=C(C=C2)C(F)(F)F)Cl (4-amino-7-chloro-1,3-dihydrofuro[3,4-c]quinolin-8-yl)(3-(4-(trifluoromethyl)phenyl)-1-azetidinyl)methanone